((2-fluoro-6-(methoxymethoxy)-(4,4,5,5-tetramethyl-1,3,2-dioxaborolan-2-yl)Naphthalen-1-yl)ethynyl)triisopropylsilane FC1=C(C2=CC=C(C=C2C=C1B1OC(C(O1)(C)C)(C)C)OCOC)C#C[Si](C(C)C)(C(C)C)C(C)C